2-bromophenyl propionate C(CC)(=O)OC1=C(C=CC=C1)Br